ClC=1C=CC2=C(N=C(O2)N2CC3(C2)CC(C3)NC(=O)C3CS(C3)(=O)=O)C1 N-[2-(5-chloro-1,3-benzoxazol-2-yl)-2-azaspiro[3.3]heptan-6-yl]-1,1-dioxo-thietane-3-carboxamide